(R)-3-((1-(methyl-d3)pyrrolidin-2-yl)methyl)-1H-indol-4-yl 2-(1-(aminomethyl) cyclohexyl)-acetate NCC1(CCCCC1)CC(=O)OC1=C2C(=CNC2=CC=C1)C[C@@H]1N(CCC1)C([2H])([2H])[2H]